2-[1-(3-bromo-5-methylphenyl)pyrazol-4-yl]propanoic acid BrC=1C=C(C=C(C1)C)N1N=CC(=C1)C(C(=O)O)C